S1CC=C2C1=CC=CC=N2 THIENOAZEPIN